4-((1H-pyrazol-3-yl)ethynyl)-6-(2,2-difluoroethoxy)-2-(2-methyl-2H-indazol-5-yl)pyrido[3,2-c]pyridazin-3(2H)-one N1N=C(C=C1)C#CC1=C2C(=NN(C1=O)C1=CC3=CN(N=C3C=C1)C)C=CC(=N2)OCC(F)F